2-(4-bromo-8-oxo-9-azatricyclo[8.1.1.02,7]dodeca-2,4,6-trien-9-yl)-N-(5-fluoropyrimidin-2-yl)acetamide BrC=1C=C2C3CC(N(C(C2=CC1)=O)CC(=O)NC1=NC=C(C=N1)F)C3